2-(5-(cyclopropylmethyl)-4-(3-fluoro-4-sulfamoylbenzyl)-3-(3-((5-methylthiophen-2-yl)ethynyl)phenyl)-1H-pyrazol-1-yl)-N-(methylsulfonyl)thiazole-4-carboxamide C1(CC1)CC1=C(C(=NN1C=1SC=C(N1)C(=O)NS(=O)(=O)C)C1=CC(=CC=C1)C#CC=1SC(=CC1)C)CC1=CC(=C(C=C1)S(N)(=O)=O)F